1,2-dipropylpyrrolidinium cyanide salt [C-]#N.C(CC)[NH+]1C(CCC1)CCC